C1(CC1)COC=1C=C(C=CC1OC)/C=C/C(=O)NC1=NC=C(C(=O)O)C=C1 (E)-6-(3-(3-(cyclopropylmethoxy)-4-methoxyphenyl)acrylamido)nicotinic acid